3-(2H-1,3-Benzodioxol-5-yl)-2-methylpropanal O1COC2=C1C=CC(=C2)CC(C=O)C